C(C)(=O)N1CC(CCC1)CNC(OC(C)(C)C)=O tert-butyl (1-acetylpiperidin-3-yl)methylcarbamate